FC1=CC=C(C=C1)C1=CC(=CC=C1)N1CCN(CC1)C(=O)NC1(CCN2CCC1CC2)C 4-(4'-fluoro-[1,1'-biphenyl]-3-yl)-N-(4-methyl-1-azabicyclo[3.2.2]non-4-yl)piperazine-1-carboxamide